COC(=O)[C@H]1CC2=C(NC3=CC=CC=C23)[C@H](N1C(CCl)=O)C1=CC2=C(OCO2)C=C1 (1R,3R)-1-(1,3-benzodioxol-5-yl)-2-(2-chloroacetyl)-2,3,4,9-tetrahydro-1h-pyrido[3,4-b]indole-3-carboxylic acid methyl ester